2,4-dihydroxyl-L-phenylalanine OC1=C(C[C@H](N)C(=O)O)C=CC(=C1)O